FC(OC=1C=C(C=CC1F)O)F 3-(difluoromethoxy)-4-fluoro-phenol